tert-butyl (R)-4-(1-(3-bromo-2-cyanophenyl)-3,3-dimethyl-2-oxoindolin-6-yl)-3-methylpiperazine-1-carboxylate BrC=1C(=C(C=CC1)N1C(C(C2=CC=C(C=C12)N1[C@@H](CN(CC1)C(=O)OC(C)(C)C)C)(C)C)=O)C#N